(R)-tert-Butyl (morpholin-2-ylmethyl)carbamate N1C[C@@H](OCC1)CNC(OC(C)(C)C)=O